NC1=C(C(=NN1C)O)C1CCC1 5-Amino-4-cyclobutyl-1-methyl-1H-pyrazol-3-ol